tert-Butyl 8-[7-[2-(tert-butoxycarbonylamino)-3-cyano-7-fluoro-benzothiophen-4-yl]-6-chloro-8-fluoro-quinazolin-4-yl]-3,8-diazabicyclo[3.2.1]octane-3-carboxylate C(C)(C)(C)OC(=O)NC=1SC2=C(C1C#N)C(=CC=C2F)C2=C(C=C1C(=NC=NC1=C2F)N2C1CN(CC2CC1)C(=O)OC(C)(C)C)Cl